(S)-2-((4-((2-hydroxy-1-phenylethyl)amino)-5-(3-(pyridin-2-yl)-1,2,4-oxadiazol-5-yl)pyridin-2-yl)amino)-6,7-dihydro-5H-pyrrolo[3,4-d]pyrimidin-5-one OC[C@H](C1=CC=CC=C1)NC1=CC(=NC=C1C1=NC(=NO1)C1=NC=CC=C1)NC=1N=CC2=C(N1)CNC2=O